N-(3-((2,6-dichloro-7H-pyrrolo[2,3-d]pyrimidin-7-yl)methyl)pyridin-2-yl)-N-methyl-methanesulfonamide ClC=1N=CC2=C(N1)N(C(=C2)Cl)CC=2C(=NC=CC2)N(S(=O)(=O)C)C